3,5-dioxo-2,9-diazaspiro[5.5]undecane-9-carboxylic acid tert-butyl ester C(C)(C)(C)OC(=O)N1CCC2(C(CC(NC2)=O)=O)CC1